Nitro-N-(piperidin-4-yl)isoquinolin-5-amine hydrochloride Cl.[N+](=O)([O-])C1=NC=CC=2C(=CC=CC12)NC1CCNCC1